ClC1=C(C=CC=C1)[C@@H]1N(CCCC1)C1=C(C(=O)N[C@H](C)\C=C\S(=O)(=O)C)C=CC=N1 ((R)-2-(2-Chlorophenyl)piperidin-1-yl)-N-((R,E)-4-(methylsulfonyl)but-3-en-2-yl)nicotinamide